[Br-].[Br-].C(C1CCC(CC1)NC(=O)OCCOCC[N+](CCCCCCCCCCCCCCCC)(C)C)C1CCC(CC1)NC(=O)OCCOCC[N+](CCCCCCCCCCCCCCCC)(C)C N,N'-(((((((Methylenebis(cyclohexane-4,1-diyl))bis(azanediyl))bis(carbonyl))bis(oxy))bis(ethane-2,1-diyl))bis(oxy))bis(ethane-2,1-diyl))bis(N,N-dimethylhexadecane-1-aminium) dibromide